ClC=1C(=NC=2CN(CCC2C1)CC1=NC2=C(N1C[C@H]1OCC1)C=C(C=C2)C(=O)O)OCC2=CC=CC=1OC(OC12)(F)F 2-({3-chloro-2-[(2,2-difluoro-2H-1,3-benzodioxol-4-yl)methoxy]-5,6,7,8-tetrahydro-1,7-naphthyridin-7-yl}methyl)-1-{[(2S)-oxetan-2-yl]methyl}-1H-1,3-benzodiazole-6-carboxylic acid